Cl.N[C@H](C(=O)N1CC(N(C(C1)C)C(=O)N1CCOCC1)C)C (2S)-2-amino-1-(3,5-dimethyl-4-(morpholin-4-carbonyl)piperazin-1-yl)propan-1-one hydrochloride